3-trifluoromethyl-1,2,4-triazole FC(C1=NNC=N1)(F)F